Methyl 2-[(2,4-dimethoxyphenyl)methylamino]-6-fluoro-4-(tetrahydropyran-4-ylmethoxy)benzoate COC1=C(C=CC(=C1)OC)CNC1=C(C(=O)OC)C(=CC(=C1)OCC1CCOCC1)F